OB1OCC2=C1C(=C(C=C2)C(=O)N[C@@H](C(C)C)C(=O)OCC2=CC(=CC=C2)N2CCN(CC2)C)C 3-(4-Methylpiperazin-1-yl)benzyl (1-hydroxy-7-methyl-1,3-dihydrobenzo[c][1,2]oxaborole-6-carbonyl)-L-valinate